Cl.N1CCC(CC1)C=1C(NC2=CC=CC=C2C1)=O 3-(piperidin-4-yl)quinolin-2(1H)-one hydrochloride